N-(3,3-difluorocyclobutyl)-5-(2-isobutyl-7H-pyrrolo[2,3-d]pyrimidin-5-yl)pyrazolo[1,5-a]pyridine-3-carboxamide FC1(CC(C1)NC(=O)C=1C=NN2C1C=C(C=C2)C2=CNC=1N=C(N=CC12)CC(C)C)F